N-(3-amino-2-chloro-4-fluorophenyl)-N-(methoxybenzyl)propane-1-sulfonamide NC=1C(=C(C=CC1F)N(S(=O)(=O)CCC)C(C1=CC=CC=C1)OC)Cl